C(C)(C)N(C(SCC(=CCl)Cl)=O)C(C)C S-(2,3-dichloro allyl) diisopropylthiocarbamate